(E)-3-(3-bromo-1H-1,2,4-triazol-1-yl)-2-(2-methoxypyrimidine-5-yl)acrylamide BrC1=NN(C=N1)/C=C(/C(=O)N)\C=1C=NC(=NC1)OC